COC(=O)C1(CCC2(C(=CC3=CC=CC=C23)CO)CC1)NC1=CC(=CC=C1)Cl (1s,4s)-4-(3-Chloroanilino)-2'-(hydroxymethyl)spiro[cyclohexane-1,1'-indene]-4-carboxylic acid methyl ester